C(C)(=O)NCCOC1=CC=C(C=C1)C[C@@H](C(=O)O)N (S)-3-(4-(2-acetamidoethoxy)phenyl)-2-aminopropionic acid